3-(5-(1-(2-bromo-4-(trifluoromethyl)benzyl)-4-hydroxypiperidin-4-yl)-4,6-difluoro-1-oxoisoindolin-2-yl)piperidine-2,6-dione BrC1=C(CN2CCC(CC2)(O)C=2C(=C3CN(C(C3=CC2F)=O)C2C(NC(CC2)=O)=O)F)C=CC(=C1)C(F)(F)F